BrC1=CC=C(C=C1)C(CCC(=O)O)=C 4-(p-bromophenyl)pent-4-enoic acid